O=C1NC(CCC1NC=1C=C(C=CC1)N1CCC(CC1)C=O)=O 1-(3-((2,6-dioxopiperidin-3-yl)amino)phenyl)piperidine-4-carbaldehyde